2'-Chloro-6'-cyclopropyl-3-(5-mercapto-4-(methyl-d3)-4H-1,2,4-triazol-3-yl)-[2,4'-bipyridine]-5-carbonitrile ClC1=NC(=CC(=C1)C1=NC=C(C=C1C1=NN=C(N1C([2H])([2H])[2H])S)C#N)C1CC1